NC1=CC(=C(C=C1)C1=NNC2=NC=C(C=C12)C=1C=C(C(=NC1)Cl)C1=C(C=CC=C1)S(=O)(=O)N)F {5-[3-(4-amino-2-fluorophenyl)-1H-7-azaindazol-5-yl]-2-chloropyridin-3-yl}benzenesulfonamide